trioctyl-(Tricine) C(CCCCCCC)C(C(NCC(=O)O)(C(O)CCCCCCCC)C(O)CCCCCCCC)O